O=C1NC(CCC1NC1=CC=C(C=C1)N1CCC(CC1)NC(=O)N1CCN(CC1)CC1=C(C=C(C=C1OC)C=1C2=C(C(N(C1)C)=O)NN=C2)F)=O N-[1-[4-[(2,6-dioxo-3-piperidyl)amino]phenyl]-4-piperidyl]-4-[[2-fluoro-6-methoxy-4-(6-methyl-7-oxo-1H-pyrazolo[3,4-c]pyridin-4-yl)phenyl]methyl]piperazine-1-carboxamide